FC(C=1C=NC(=NC1)N1CCC(CC1)CS(=O)(=O)Cl)(F)F (1-(5-(Trifluoromethyl)pyrimidin-2-yl)piperidin-4-yl)methanesulfonyl chloride